5-bromothieno[2,3-b]Pyridine-2-carboxylic acid ethyl ester C(C)OC(=O)C1=CC=2C(=NC=C(C2)Br)S1